8-(benzylthio)-5-chloro-4-(2,2-difluoroethyl)-2H-benzo[b][1,4]oxazin-3(4H)-one C(C1=CC=CC=C1)SC1=CC=C(C2=C1OCC(N2CC(F)F)=O)Cl